BrC=1C=C2C(=NC=NN2C1)N1CC2CCC(C1)N2C(=O)C2CC2 (3-(6-bromopyrrolo[2,1-f][1,2,4]triazin-4-yl)-3,8-diazabicyclo[3.2.1]octan-8-yl)(cyclopropyl)methanone